[Ca+2].CN1C=2C(NC(=NC2NCC1CNC1=CC=C(C(N[C@@H](CCC(=O)[O-])C(=O)O)=O)C=C1)N)=O.CN1C=2C(NC(=NC2NCC1CNC1=CC=C(C(N[C@@H](CCC(=O)[O-])C(=O)O)=O)C=C1)N)=O L-5-Methyltetrahydrofolate Calcium